(2R,3S,4R,5R)-4-[[3-(4-fluoro-2-hydroxy-phenyl)-4,5-dimethyl-5-(trifluoromethyl)tetrahydrofuran-2-carbonyl]amino]pyridine-2-carboxamide FC1=CC(=C(C=C1)[C@H]1[C@@H](O[C@]([C@@H]1C)(C(F)(F)F)C)C(=O)NC1=CC(=NC=C1)C(=O)N)O